(cyclopentylidenemethyl)-4,4,5,5-tetramethyl-1,3,2-dioxaborolane C1(CCCC1)=CB1OC(C(O1)(C)C)(C)C